1-methyl-3-phenyl-6-(trifluoromethyl)isoquinoline CC1=NC(=CC2=CC(=CC=C12)C(F)(F)F)C1=CC=CC=C1